Cl.C1N(CC12CCNCC2)C=2SC1=C(N2)SC(=N1)C1=NC=C(C=C1O)C=1C=NNC1 2-[5-(2,7-diazaspiro[3.5]nonan-2-yl)[1,3]thiazolo[5,4-d][1,3]thiazol-2-yl]-5-(1H-pyrazol-4-yl)pyridin-3-ol hydrochloride